[4-[[(2S)-2-[[(2S)-2-(allyloxycarbonylamino)-3-methyl-butanoyl] amino]-5-ureido-pentanoyl]amino]-2-[3-(dimethylamino)propylcarbamoyl] phenyl]methyl (4-nitrophenyl) carbonate C(OCC1=C(C=C(C=C1)NC([C@H](CCCNC(=O)N)NC([C@H](C(C)C)NC(=O)OCC=C)=O)=O)C(NCCCN(C)C)=O)(OC1=CC=C(C=C1)[N+](=O)[O-])=O